6-chloro-N-(6-chloro-5-fluoro-2-methoxypyridin-3-yl)-1-(3-fluoro-2-hydroxypropyl)indole-3-sulfonamide ClC1=CC=C2C(=CN(C2=C1)CC(CF)O)S(=O)(=O)NC=1C(=NC(=C(C1)F)Cl)OC